C(CCCC)CCC(CCCC)CCCCC 1,3-dipentyl-heptane